BrC=1C=CC(=NC1)CN 5-bromo-aminomethylpyridine